NCCOCCNC(=O)C1=C(C=C(C=C1)NC(=O)C=1N(C(=CN1)C1=C(C(=C(C=C1)OCC#N)F)F)C)CC N-[4-[2-(2-aminoethoxy)ethylcarbamoyl]-3-ethyl-phenyl]-5-[4-(cyanomethoxy)-2,3-difluorophenyl]-1-methyl-imidazole-2-carboxamide